FC(OC1=CC=C(C=C1)C1=NC=NN1)(F)F 5-[4-(trifluoromethoxy)phenyl]-1H-1,2,4-triazol